ON(C=O)C[C@@H](CCCC)C(=O)N1CC2(CC2)C[C@H]1C=1OC(=NN1)C1=NC=CC=C1 N-hydroxy-N-((R)-2-((S)-6-(5-(pyridin-2-yl)-1,3,4-oxadiazol-2-yl)-5-azaspiro[2.4]heptane-5-carbonyl)hexyl)carboxamide